C(#N)[C@H]1N(CCC1)C(CNC(OC(C)(C)C)=O)=O tert-Butyl (S)-(2-(2-cyanopyrrolidin-1-yl)-2-oxoethyl)carbamate